BrC=1C=C2C(=NN=C(C2=CC1)Cl)Cl 6-bromo-1,4-dichloro-phthalazine